N1C(=NC2=NC=CC=C21)CO 1H-imidazo[4,5-b]pyridine-2-methanol